NC1=CC=C(OC2=NC(=NC=C2Cl)NC(C)C)C=C1 4-(4-aminophenoxy)-5-chloro-N-isopropylpyrimidin-2-amine